C[C@@H]1NC2=CC=CN=C2[C@@H]([C@H]1C)NC(OCC1=CC=CC=C1)=O |r| rac-benzyl ((2S,3S,4R)-2,3-dimethyl-1,2,3,4-tetrahydro-1,5-naphthyridin-4-yl)carbamate